4-[7-(2-morpholin-4-yl-ethoxy)-benzimidazol-1-yl]-aniline N1(CCOCC1)CCOC1=CC=CC2=C1N(C=N2)C2=CC=C(N)C=C2